OC1=C(C=C(C=C1)C(C)(C1=CC=C(C=C1)O)C1=CC=C(C=C1)O)I 4,4'-(1-(4-hydroxy-3-iodophenyl)ethane-1,1-diyl)diphenol